C(C#C)NC=1C=CC(=NC1)C(=O)N1CCCC1 (5-(prop-2-yn-1-ylamino)pyridin-2-yl)(pyrrolidin-1-yl)methanone